dimethyl-5-sulfo-isophthalate sodium salt [Na+].COC(C1=CC(C(=O)OC)=CC(=C1)S(=O)(=O)[O-])=O